FC(C1=NN=C(O1)C=1C=CC(=NC1)CN(C(=O)C1(CN(C1)C(CC)=O)F)C1=CC=CC=C1)F N-((5-(5-(difluoromethyl)-1,3,4-oxadiazol-2-yl)pyridin-2-yl)methyl)-3-fluoro-N-phenyl-1-propionylazetidine-3-carboxamide